C1(CC1)NC1CCN(CC1)C=1C=2N(C(=CC1)C(=O)NC=1C=C(C=3N(C1)C=C(N3)C)F)N=C(C2)OC 4-[4-(cyclopropylamino)-1-piperidyl]-N-(8-fluoro-2-methyl-imidazo[1,2-a]pyridin-6-yl)-2-methoxy-pyrazolo[1,5-a]pyridine-7-carboxamide